CN1CC2=NC=C(C=C2C1=O)B1OC(C(O1)(C)C)(C)C 6-methyl-3-(4,4,5,5-tetramethyl-1,3,2-dioxaborolan-2-yl)-6,7-dihydro-5H-pyrrolo[3,4-b]pyridin-5-one